C(C)C1=NOC=C1C(=O)N ethylisoxazole-4-carboxamide